4-fluoro-3-methyl-3,6-dihydropyridine-1,3(2H)-dicarboxylic acid 1-(tert-butyl) ester C(C)(C)(C)OC(=O)N1CC(C(=CC1)F)(C(=O)O)C